2-Bromo-1-methoxy-4-(1-methyl-3-phenyl-propyl)sulfonylbenzene BrC1=C(C=CC(=C1)S(=O)(=O)C(CCC1=CC=CC=C1)C)OC